C(C1=CC=CC=C1)OC1=C(C=CC(=C1F)F)[C@H]1[C@@H](O[C@]([C@H]1C)(C(F)(F)F)C)C(=O)NC1=CC(=NC=C1)C(=O)OC methyl 4-[[(2R,3S,4S,5R)-3-(2-benzyloxy-3,4-difluoro-phenyl)-4,5-dimethyl-5-(trifluoromethyl)tetrahydrofuran-2-carbonyl]amino]pyridine-2-carboxylate